C[C@@]12[C@@H](O)CC[C@H]1[C@@H]1CC[C@@H]3C[C@H](O)CC[C@]3(C)[C@H]1CC2 3α,5β-androstanediol